C1(CC1)C=1C=C(C=2N(C1)C=C(N2)[C@@H](C)N)S(=O)(=O)C (R)-1-(6-cyclopropyl-8-(methylsulfonyl)imidazo[1,2-a]pyridin-2-yl)ethan-1-amine